17-Amino-6,13,15-tris(trifluoromethyl)-19-oxa-3,4,18-triazatricyclo[12.3.1.12,5]nonadeca-1(18),2,4,14,16-pentaene-6,13-diol NC1=CC(=C2C(CCCCCCC(C3=NN=C(C1=N2)O3)(O)C(F)(F)F)(O)C(F)(F)F)C(F)(F)F